N-((3s,5s,7s)-adamantan-1-yl)-2-methyl-5-(2-(phenylethynyl)phenyl)oxazole-4-carboxamide C12(CC3CC(CC(C1)C3)C2)NC(=O)C=2N=C(OC2C2=C(C=CC=C2)C#CC2=CC=CC=C2)C